5-propargyl-imidazole C(C#C)C1=CN=CN1